tertbutyl cyanomethyl carbonate C(OC(C)(C)C)(OCC#N)=O